C(C)N1C(=C(C=2N=C(NC(C21)=O)C2=C(C=CC(=C2)S(=O)(=O)N2CCN(CC2)CCO)OCCC)CCC)C=O 5-Ethyl-2-(5-((4-(2-hydroxyethyl)piperazin-1-yl)sulfonyl)-2-propoxyphenyl)-4-oxo-7-propyl-4,5-dihydro-3H-pyrrolo[3,2-d]pyrimidine-6-carbaldehyde